CC1(N(CC2=CC(=CC=C12)NC=1N=CC2=C(N1)CNCC2)C(=O)OC(C)(C)C)C tert-butyl 1,1-dimethyl-5-({5H,6H,7H,8H-pyrido[3,4-d]pyrimidin-2-yl}amino)-2,3-dihydro-1H-isoindole-2-carboxylate